FC1=C(C=CC(=C1)F)S(=O)(=O)NC=1C(=NC=C(C1)C=1C=C2C(=NC=NC2=CC1)N1CCN(CC1)C(C=CCF)=O)OC 2,4-difluoro-N-(5-(4-(4-(4-fluorobut-2-enoyl)piperazin-1-yl)quinazolin-6-yl)-2-methoxypyridin-3-yl)benzenesulfonamide